(R)-1-(4-(4-((4-([1,2,4]triazolo[1,5-a]pyridin-7-yloxy)-2-fluoro-3-methylphenyl)amino)pyrido[3,2-d]pyrimidin-6-yl)-2-(methoxymethyl)piperazin-1-yl)but-2-yn-1-one N=1C=NN2C1C=C(C=C2)OC2=C(C(=C(C=C2)NC=2C1=C(N=CN2)C=CC(=N1)N1C[C@@H](N(CC1)C(C#CC)=O)COC)F)C